CSC1=NN=C(S1)NC(=O)C1=NN=C(O1)N1CC(CCC1)C(=O)OC(C)(C)C tert-Butyl 1-(5-((5-(methylthio)-1,3,4-thiadiazol-2-yl)carbamoyl)-1,3,4-oxadiazol-2-yl)piperidine-3-carboxylate